((4-Nitrophenoxy)(phenoxy)phosphoryl)-L-alanine octyl ester C(CCCCCCC)OC([C@@H](NP(=O)(OC1=CC=CC=C1)OC1=CC=C(C=C1)[N+](=O)[O-])C)=O